methyl (S)-5-((1-acetylpyrrolidin-3-yl) oxy)-4-bromo-2-nitrobenzoate C(C)(=O)N1C[C@H](CC1)OC=1C(=CC(=C(C(=O)OC)C1)[N+](=O)[O-])Br